rac-(3R)-3-{6-[4-(2-hydroxyethyl)piperidin-1-yl]pyridin-3-yl}piperidine-2,6-dione OCCC1CCN(CC1)C1=CC=C(C=N1)[C@@H]1C(NC(CC1)=O)=O |r|